(R)-2-(benzyloxy)-1,10-dimethyl-9,10,11,12-tetrahydro-8H-pyrazolo[1'',5'':1',2']pyrido[3',4':4,5]thieno[3,2-e][1,4]diazepin-8-one C(C1=CC=CC=C1)OC1=NN2C(C3=C(SC4=C3NC[C@H](NC4=O)C)C=C2)=C1C